ClC=1C(=CC=2C3=C(C=NC2C1CCCO)CN([C@H]3C)C(COC)=O)OC 1-[(1S)-7-chloro-6-(3-hydroxypropyl)-8-methoxy-1-methyl-1,3-dihydropyrrolo[3,4-c]quinolin-2-yl]-2-methoxy-ethanone